CC(CO)CCCC1=CC=CC=C1 2-methyl-5-phenyl-1-pentanol